[1,3]Dioxanone O1C(OCCC1)=O